5-DEOXY-L-ARABINOSE O=C[C@H](O)[C@@H](O)[C@@H](O)C